C([C@@H]1[C@H]([C@@H]([C@H](C(O1)O)O)O)O[C@H]2[C@@H]([C@H]([C@H]([C@H](O2)COP(=O)(O)O)O)O)O)O The molecule is a lactose phosphate in which a single monophosphate substituent is placed at position 6 on the galactose ring of lactose. It has a role as a mouse metabolite. It derives from a lactose. It is a conjugate acid of a lactose 6-phosphate(2-).